iminomethyl glutamate N[C@@H](CCC(=O)[O-])C(=O)OC=N